(2R,3R,4S,5R)-2-(2-Amino-6-(hydroxyamino)-9H-purin-9-yl)-5-(hydroxymethyl)tetrahydrofuran-3,4-diol NC1=NC(=C2N=CN(C2=N1)[C@@H]1O[C@@H]([C@H]([C@H]1O)O)CO)NO